C(C)C1(CCC(CC1)NC=1N=CC2=C(N1)NC=C2C=2C=C(C=1N(C2)C=CN1)F)O 1-ethyl-4-((5-(8-fluoroimidazo[1,2-a]pyridin-6-yl)-7H-pyrrolo[2,3-d]pyrimidin-2-yl)amino)cyclohexan-1-ol